CC1N(CCCC1)C(=O)OC1=CC(=CC=C1)C=1C=NC=C(C1)C=1OC=NN1 3-(5-(1,3,4-oxadiazol-2-yl)pyridin-3-yl)phenyl 2-methylpiperidine-1-carboxylate